C(C)(C)(C)OC(=O)N[C@@H](CC1=CNC2=CC=CC=C12)C(=O)O N-t-Butoxycarbonyl-(S)-tryptophan